CC1(CNC=2N=CC3=CC(=NC=C3C21)C=2C(=CC(=NC2)C(CC)=O)C)C 1-(5-(9,9-dimethyl-8,9-dihydro-7H-pyrrolo[2,3-c][2,6]naphthyridin-3-yl)-4-methylpyridin-2-yl)propan-1-one